FC(C1=NN=C(O1)C=1C=CC(=NC1)CN1C(N(C2=C1C=C(C(=C2)C2=C(C=CC=C2)F)F)C2CCN(CC2)C)=O)F 1-((5-(5-(difluoromethyl)-1,3,4-oxadiazole-2-yl)pyridine-2-yl)methyl)-6-fluoro-5-(2-fluorophenyl)-3-(1-methylpiperidine-4-yl)-1,3-dihydro-2H-benzo[d]imidazole-2-one